FC(C(=O)O)(F)F.CC1=NOC2=C1CNCC2 3-methyl-4,5,6,7-tetrahydroisoxazolo[4,5-c]pyridine trifluoroacetate